tert-butyl (methyl(oxo)(4-((5-((2-oxo-2,3-dihydrobenzo[d]oxazol-5-yl)ethynyl)-2,6-naphthyridin-3-yl)amino)phenyl)-λ6-sulfaneylidene)carbamate CS(C1=CC=C(C=C1)NC=1N=CC2=CC=NC(=C2C1)C#CC=1C=CC2=C(NC(O2)=O)C1)(=O)=NC(OC(C)(C)C)=O